N-((4-(4,7-diazaspiro[2.5]octan-7-yl)pyrimidin-2-yl)methyl)-5-(tetrahydro-2H-pyran-4-yl)-7H-pyrrolo[2,3-d]pyrimidin-4-amine C1CC12NCCN(C2)C2=NC(=NC=C2)CNC=2C1=C(N=CN2)NC=C1C1CCOCC1